3-(2-(methylsulfonyl)ethyl)urea CS(=O)(=O)CCNC(N)=O